CC1=C(SC=C1)C#N 3-methylthiophene-2-carbonitrile